CC1(CN(C2=CC=CC=C12)C1=CC=C(C=N1)NC(C1=CC(=C(C(=C1)C=O)O)F)=O)C N-(6-(3,3-dimethylindolin-1-yl)pyridin-3-yl)-3-fluoro-5-formyl-4-hydroxybenzamide